(4-(benzo[d]oxazol-7-yloxy)-2-chlorophenyl)(4-Chloro-7H-pyrrolo[2,3-d]pyrimidin-5-yl)methanone O1C=NC2=C1C(=CC=C2)OC2=CC(=C(C=C2)C(=O)C2=CNC=1N=CN=C(C12)Cl)Cl